(R)-2-((5-(7-((1-((3-aminopiperidin-1-yl)sulfonyl)piperidin-4-yl)methyl)-2,7-Diazaspiro[3.5]nonan-2-yl)-1,2,4-triazin-6-yl)oxy)-5-fluoro-N,N-diisopropylbenzamide hydrochloride Cl.N[C@H]1CN(CCC1)S(=O)(=O)N1CCC(CC1)CN1CCC2(CN(C2)C=2N=CN=NC2OC2=C(C(=O)N(C(C)C)C(C)C)C=C(C=C2)F)CC1